2,2-difluoro-N-(6-iodobenzo[d][1,3]dioxol-5-yl)-N-methylacetamide FC(C(=O)N(C)C1=CC2=C(OCO2)C=C1I)F